5-chloro-N-[(1S)-3-(cyclopropylamino)-1-[[(3S,5R)-5-methyl-2-oxo-pyrrolidin-3-yl]methyl]-2,3-dioxo-propyl]-2-(4,4,4-trifluorobutanoylamino)pyridine-3-carboxamide ClC=1C=C(C(=NC1)NC(CCC(F)(F)F)=O)C(=O)N[C@H](C(C(=O)NC1CC1)=O)C[C@H]1C(N[C@@H](C1)C)=O